N[C@H]1CC[C@H](CC1)NC(C)=O cis-N-((1s,4s)-4-aminocyclohexyl)acetamide